C12CC(CC(NC1)C2)N2CC(C2)N2N=CC(=C2C)C=2C=C(C=1N(C2)N=CC1C#N)OC 6-[1-[1-(6-Azabicyclo[3.2.1]octan-3-yl)azetidin-3-yl]-5-methyl-pyrazol-4-yl]-4-methoxy-pyrazolo[1,5-a]pyridine-3-carbonitrile